FC(C(=O)O)(F)F.NCCCCCCCS(=O)C1=CC=C(C=C1)NC(=O)C1=CC=C(CN(C(=O)C=2C=CC3=C(OCC(N3)=O)C2)C2CC2)C=C1 N-(4-((4-((7-aminoheptyl)sulfinyl)phenyl)carbamoyl)benzyl)-N-cyclopropyl-3-oxo-3,4-dihydro-2H-benzo[b][1,4]oxazine-7-carboxamide 2,2,2-trifluoroacetate